CC1(C[C@@H](NC1)/C=C/C(=O)N1CC2=C([C@@H](C1)C1=C(C=CC=C1)C=1C(=NN(C1)CC)C(F)(F)F)C=C(S2)C#N)C (S)-6-((E)-3-((R)-4,4-Dimethylpyrrolidin-2-yl)acryloyl)-4-(2-(1-ethyl-3-(trifluoromethyl)-1H-pyrazol-4-yl)phenyl)-4,5,6,7-tetrahydrothieno[2,3-c]pyridine-2-carbonitrile